Trans-4-(hydroxymethyl)-N-(6-(1-methyl-1H-imidazol-5-yl)isoquinolin-3-yl)cyclohexane-1-carboxamide OC[C@@H]1CC[C@H](CC1)C(=O)NC=1N=CC2=CC=C(C=C2C1)C1=CN=CN1C